2-(Trimethylsilyl)ethyl ((3-(3-(((tetrahydro-2H-pyran-2-yl)oxy)methyl)phenyl)oxetan-3-yl)methyl)carbamate O1C(CCCC1)OCC=1C=C(C=CC1)C1(COC1)CNC(OCC[Si](C)(C)C)=O